FC(C(=O)O)(F)F.FC=1C(=C(C=CC1F)C(=O)N1CC(C1)NC(CN(C)C)=O)NC1=C(C=C(C=C1)I)F N-[1-({3,4-difluoro-2-[(2-fluoro-4-iodophenyl)amino]phenyl}carbonyl)azetidin-3-yl]-N2,N2-dimethylglycinamide trifluoroacetate salt